N1C(N=CC2=C1N=CC=C2)=O pyridino[2,3-d]pyrimidin-2(1H)-one